Porphyrin disodium salt [Na].[Na].C12=CC=C(N1)C=C1C=CC(=N1)C=C1C=CC(N1)=CC=1C=CC(N1)=C2